({5-[3-(Cyclopropanecarbonyl-amino)-phenyl]-3-hydroxy-pyridine-2-carbonyl}-amino)-acetic acid methyl ester COC(CNC(=O)C1=NC=C(C=C1O)C1=CC(=CC=C1)NC(=O)C1CC1)=O